furan-2,3-dicarboxylic acid bis(2-ethyl-1-hexyl) ester C(C)C(COC(=O)C=1OC=CC1C(=O)OCC(CCCC)CC)CCCC